CC=1C=C(C[C@H]2NC(=NOC2)C=2C(N(N=CC2OC2=CC(=CC=C2)C(F)(F)F)C)=O)C=CC1C |r| 4-[(5RS)-5-(3,4-dimethylbenzyl)-5,6-dihydro-4H-1,2,4-oxadiazin-3-yl]-2-methyl-5-[3-(trifluoromethyl)phenoxy]pyridazin-3(2H)-one